[Co].[Co].[Co].[Co].[Co].[La] lanthanum pentacobalt